N1CCC2=NC=CC=C21 1,3-dihydro-2H-pyrrolo[3,2-b]pyridine